C1(=CC=CC=C1)N(C=1C=CC=2N(C3=CC=CC=C3C2C1)C1=C(C(=C(C(=C1C1=CC=CC=C1)C1=CC=CC=C1)C#N)C1=CC=CC=C1)C1=CC=CC=C1)C1=CC=CC=C1 6'-(3-(diphenylamino)-9H-carbazol-9-yl)-4',5'-diphenyl-[1,1':2',1''-terphenyl]-3'-carbonitrile